1-Ethyl-3-butylpyridinium methansulfonat CS(=O)(=O)[O-].C(C)[N+]1=CC(=CC=C1)CCCC